diphenyl-carboxyl-ammonium bromide [Br-].C1(=CC=CC=C1)[NH+](C(=O)O)C1=CC=CC=C1